C(C)(C)(C)C1=CC2(C(O)(C=C1)C1=CC=CC=C1COCC1=CC=CC=C12)O 4-tert-butyl-1,2-catecholdibenzyl ether